((2R,3R,4S,5R,6R)-4-(4-(3-fluorophenyl)-1H-1,2,3-triazol-1-yl)-3,5-dihydroxy-6-(hydroxymethyl)tetrahydro-2H-pyran-2-yl)(4-(4-hydroxyphenyl)piperazin-1-yl)methanone FC=1C=C(C=CC1)C=1N=NN(C1)[C@@H]1[C@H]([C@@H](O[C@@H]([C@@H]1O)CO)C(=O)N1CCN(CC1)C1=CC=C(C=C1)O)O